tert-butyl (6-(2-(2-(2-hydroxyethoxy)ethoxy)ethoxy)hexyl)carbamate OCCOCCOCCOCCCCCCNC(OC(C)(C)C)=O